N-(6-(2-fluorophenyl)-1-phenyl-1H-pyrazolo[3,4-d]pyrimidin-4-yl)-5-nitrothiophene-2-carboxamide FC1=C(C=CC=C1)C1=NC(=C2C(=N1)N(N=C2)C2=CC=CC=C2)NC(=O)C=2SC(=CC2)[N+](=O)[O-]